CS(=O)(=O)OOS(=O)(=O)C di(methylsulfonyl) peroxide